N-((3-chloro-2,4-difluorophenyl)(2-(2,2,2-trifluoroethoxy)pyrimidin-5-yl)-methyl)-2-methylpropane-2-sulfinamide ClC=1C(=C(C=CC1F)C(NS(=O)C(C)(C)C)C=1C=NC(=NC1)OCC(F)(F)F)F